N(=[N+]=[N-])C1=C(C=CC=C1)C(C)=O 1-(2-azidophenyl)ethane-1-one